N-{2-methyl-5H,6H,7H,8H-[1,2,4]triazolo[1,5-a]pyridin-7-yl}acetamide CC1=NN2C(CC(CC2)NC(C)=O)=N1